3-[(1R)-1-hydroxy-2-[(3S,4S)-3-[(4-methanesulfonylphenoxy)methyl]-4-methylpyrrolidin-1-yl]ethyl]benzonitrile O[C@@H](CN1C[C@H]([C@@H](C1)C)COC1=CC=C(C=C1)S(=O)(=O)C)C=1C=C(C#N)C=CC1